C(CCCC)O pentan-1-ol